BrC1=C2C(=CNC2=CC=C1)/C=C/C(=O)N1CCCCC1 (E)-3-(4-bromo-1H-indol-3-yl)-1-(piperidin-1-yl)prop-2-en-1-one